5-Chloro-3-(1-methyl-1H-pyrazol-4-yl)-1-((2-(trimethylsilyl)ethoxy)methyl)-1H-pyrazolo[4,3-d]pyrimidine ClC=1N=CC2=C(N1)C(=NN2COCC[Si](C)(C)C)C=2C=NN(C2)C